FC1=CC=C(C=C1)[C@H]1N(CCC2=CC=CC=C12)C(=O)NC12CC(C1)(C2)NC(OC(C)(C)C)=O tert-butyl (R)-(3-(1-(4-fluorophenyl)-1,2,3,4-tetrahydroisoquinoline-2-carboxamido)bicyclo[1.1.1]pentan-1-yl)carbamate